1-(1,2-Methylenedioxyphenyl)-1H-benzo[d]imidazole C1OC2(C(C=CC=C2)O1)N1C=NC2=C1C=CC=C2